6-(4,4,5,5-tetramethyl-1,3,2-dioxaborolan-2-yl)-3-(ureidomethyl)hexanoate CC1(OB(OC1(C)C)CCCC(CC(=O)[O-])CNC(=O)N)C